BrC=1C=C(C=C2C=CN(C12)COCC[Si](C)(C)C)S(=O)(=O)N1CCC(CC1)C1=CC=CC=C1 2-[[7-bromo-5-[(4-phenyl-1-piperidyl)sulfonyl]indol-1-yl]methoxy]ethyl-trimethyl-silane